1'-{3-[(2-amino-3-chloropyridin-4-yl)oxy]-1H-pyrazolo[3,4-b]Pyrazin-6-yl}-1,3-dihydro-spiro[indene-2,4'-piperidine]-3-amine NC1=NC=CC(=C1Cl)OC1=NNC2=NC(=CN=C21)N2CCC1(CC2)CC2=CC=CC=C2C1N